6-Bromo-7-{1-[1-(2-fluorophenyl)-1H-pyrazol-4-yl]ethyl}-5-[2-(trifluoromethyl)pyrimidin-5-yl]-7H-pyrrolo[2,3-d]pyrimidin-4-amine BrC1=C(C2=C(N=CN=C2N)N1C(C)C=1C=NN(C1)C1=C(C=CC=C1)F)C=1C=NC(=NC1)C(F)(F)F